O(C1=CC=CC=C1)CC1=CC(=NC=C1)CN [4-(phenoxymethyl)-2-pyridyl]methanamine